barium-silicon oxide [Si]=O.[Ba]